BrC=1C=C2C(=NC=NC2=C(C1)OC)N[C@H](C)C=1N=NC(=CC1)C (R)-6-Bromo-8-methoxy-N-(1-(6-methylpyridazin-3-yl)ethyl)quinazolin-4-amine